(3S,4R)-3-fluoro-N-(2-(3-((4-(methylsulfonyl)-2H-spiro[benzofuran-3,1'-cyclopropane]-7-yl)amino)prop-1-yn-1-yl)-3-(2,2,2-trifluoroethyl)benzo[b]thiophen-7-yl)piperidin-4-amine F[C@H]1CNCC[C@H]1NC1=CC=CC2=C1SC(=C2CC(F)(F)F)C#CCNC2=CC=C(C1=C2OCC12CC2)S(=O)(=O)C